C(C)C1=CC=C2C(C=CC3(C2=C1)C(N(C(C1=CC=CC=C13)=O)C)=O)=O 7'-Ethyl-2-methyl-1H,4'H-spiro[isoquinoline-4,1'-naphthalene]-1,3,4'(2H)-trione